(4-(5-Chlorooxazolo[4,5-b]pyridin-2-yl)piperazin-2-yl)methanol ClC1=CC=C2C(=N1)N=C(O2)N2CC(NCC2)CO